NC1=NC2=C(C=3N1N=C(N3)C=3OC=CC3)C=NN2C(C(=O)NCC2=NC=CC=C2F)(C)C2=CC=CC=C2 2-(5-amino-2-(furan-2-yl)-7H-pyrazolo[4,3-e][1,2,4]triazolo[1,5-c]pyrimidin-7-yl)-N-((3-fluoropyridin-2-yl)methyl)-2-phenylpropanamide